2-Nitrophenyl-boric acid [N+](=O)([O-])C1=C(C=CC=C1)OB(O)O